(5-bromopyrimidin-4-yl)(3,3-difluoroazetidin-1-yl)methanone BrC=1C(=NC=NC1)C(=O)N1CC(C1)(F)F